FC=1C=C2C(=C(C=NC2=CC1F)C(=O)N1CCN(CC1)S(=O)(=O)N1CCCC1)N1CCC2(OCCO2)CC1 (6,7-difluoro-4-(1,4-dioxa-8-azaspiro[4.5]decan-8-yl)quinolin-3-yl)(4-(pyrrolidin-1-ylsulfonyl)piperazin-1-yl)methanone